(3-Methoxy-4-((4-morpholino-3-(trifluoromethyl)-1H-pyrrolo[2,3-b]pyridin-6-yl)amino)-phenyl)(4-methylpiperazin-1-yl)methanon COC=1C=C(C=CC1NC1=CC(=C2C(=N1)NC=C2C(F)(F)F)N2CCOCC2)C(=O)N2CCN(CC2)C